C1=CC=CC=2C3=CC=CC=C3C(C12)COC(=O)N1[C@@H]([C@@H]2C[C@@H]2C1)C(=O)O (1R,2S,5S)-3-[(9H-fluoren-9-ylmethoxy)carbonyl]-3-azabicyclo[3.1.0]hexane-2-carboxylic acid